O=C1NC(CCC1N1C(N(C2=C1C=CC(=C2)C=2C(CN(CC2)C(=O)OC(C)(C)C)(F)F)C)=O)=O tert-butyl 4-[1-(2,6-dioxo-3-piperidyl)-3-methyl-2-oxo-benzimidazol-5-yl]-3,3-difluoro-2,6-dihydropyridine-1-carboxylate